C1=CC=CC=2C3=CC=CC=C3C(C12)COC(=O)NC(C)C1=CC(=C(OCCCC(=O)O)C=C1[N+](=O)[O-])OC 4-{4-[1-(9-Fluorenylmethyloxycarbonylamino)ethyl]-2-methoxy-5-nitrophenoxy}butanoic acid